O=C1NC(CCC1N1C(C2=CC=C(C=C2C1=O)NCCC[C@@H]1C[C@H](C1)N1N=CC(=C1)C=1C=NC2=CC=C(C=C2N1)C#N)=O)=O 3-(1-(trans-3-(3-((2-(2,6-dioxopiperidin-3-yl)-1,3-dioxoisoindolin-5-yl)amino)propyl)cyclobutyl)-1H-pyrazol-4-yl)quinoxaline-6-carbonitrile